N1CCCC2=CC=CC=C12 TETRAHYDROQUINOLIN